FC=1C=C2C(C(N(C2=CC1)C=1C=C(C=NC1)CN1C(C2=CC=CC=C2C=N1)=O)=O)(C)O ((5-(5-fluoro-3-hydroxy-3-methyl-2-oxoindolin-1-yl)pyridin-3-yl)methyl)phthalazin-1(2H)-one